1-(1-(2-cyclopropyl-5-methoxy-4-nitrophenyl)piperidin-4-yl)piperazine C1(CC1)C1=C(C=C(C(=C1)[N+](=O)[O-])OC)N1CCC(CC1)N1CCNCC1